N,N'-bis[(pyridin-2-yl)-methyl]cyclohexanediamine N1=C(C=CC=C1)CNC1(CCCCC1)NCC1=NC=CC=C1